C(C=C)[Si](C1=CC=CC=2C3=CC=CC=C3CC12)(C)CC=C diallyl-methyl-fluorenyl-silane